N-(1-([1,1-biphenyl]-4-yl)-1H-indol-3-yl)acrylamide C1(=CC=C(C=C1)N1C=C(C2=CC=CC=C12)NC(C=C)=O)C1=CC=CC=C1